S(=O)(=O)(C1=CC=C(C)C=C1)OC(C(C1=CC=CC=C1)=O)C1=CC=CC=C1 O-Tosyl-Benzoin